6-(4-(4-((2-(2,6-dioxopiperidin-3-yl)-1,3-dioxoisoindolin-4-ylamino)methyl)benzyl)piperazin-1-yl)picolinamide O=C1NC(CCC1N1C(C2=CC=CC(=C2C1=O)NCC1=CC=C(CN2CCN(CC2)C2=CC=CC(=N2)C(=O)N)C=C1)=O)=O